4-(Benzyloxymethyl)cyclohexanecarboxamide C(C1=CC=CC=C1)OCC1CCC(CC1)C(=O)N